FC1C=CS(=O)(=O)O1 3-fluoro-1-propene-1,3-sultone